ClC1=C(C=C(C=C1)C1=CN(C2=NC(=CC=C21)C(=O)N2C(CNCC2)(C)C)CC2CCC2)F 4-(3-(4-chloro-3-fluorophenyl)-1-(cyclobutylmethyl)-1H-pyrrolo[2,3-b]pyridine-6-carbonyl)-3,3-dimethylpiperazin